FC1=C(C=C(C(=C1)CN1C(=NC=2C=NC=3N=C(C=CC3C21)OC)C)F)S(=O)(=O)N 2,5-Difluoro-4-((7-methoxy-2-methyl-1H-imidazo[4,5-c][1,8]naphthyridin-1-yl)methyl)benzenesulfonamide